Naphthalinsulfonat C1(=CC=CC2=CC=CC=C12)S(=O)(=O)[O-]